C1(=CC(=CC=C1)/C(=C/C(=O)O)/C)C (E)-3-m-tolylbutan-2-enoic acid